4-acetamido-N-(5-methylpyridin-2-yl)-1H-indole-5-carboxamide C(C)(=O)NC1=C2C=CNC2=CC=C1C(=O)NC1=NC=C(C=C1)C